4-bromo-N-(3-chloro-5-nitrophenyl)thiophene-2-carboxamide ethyl-2-(5-(2-(dimethylamino)ethyl)-2-oxo-4-(trifluoromethyl)pyridin-1(2H)-yl)-4,4-dimethylpentanoate C(C)OC(C(CC(C)(C)C)N1C(C=C(C(=C1)CCN(C)C)C(F)(F)F)=O)=O.BrC=1C=C(SC1)C(=O)NC1=CC(=CC(=C1)[N+](=O)[O-])Cl